C1(=CC=CC=C1)CCC(=O)NC=1C=CC=C2C=CC=NC12 3-phenyl-N-(quinolin-8-yl)propionamide